[Si](C1=CC=CC=C1)(C1=CC=CC=C1)(C(C)(C)C)OCC[C@H](CCC)NC=1C2=C(N=C(N1)NC(OC)=O)C=NN2CC2=C(C=C(C(=C2)CCl)F)OC methyl (S)-(7-((1-((tert-butyldiphenylsilyl)oxy)hexan-3-yl)amino)-1-(5-(chloromethyl)-4-fluoro-2-methoxybenzyl)-1H-pyrazolo[4,3-d]pyrimidin-5-yl)carbamate